COC1=CC=C(C=C1)N1N=C(NC1=O)[C@@H]1CN(CCC1)CC=1C=C(C(=O)OC)C=CN1 Methyl (s)-2-((3-(1-(4-methoxyphenyl)-5-oxo-4,5-dihydro-1H-1,2,4-triazol-3-yl)piperidin-1-yl)methyl)isonicotinate